C(C=1C(C(=O)OCCCCCCC)=CC=CC1)(=O)OCCCCCCC DIHEPTYL PHTHALATE